2-amino-3-bromo-9,10-dihydro-anthracene-9,10-dione NC1=CC=2C(C3=CC=CC=C3C(C2C=C1Br)=O)=O